OCCCCN1C[C@H](CC1)N1CC2NOC(C(N2C(C1=O)CC(C)(C)C)=O)CC(C)C 8-((S)-1-(4-hydroxybutyl)pyrrolidin-3-yl)-3-isobutyl-6-neopentyl-tetrahydropyrazino[2,1-c][1,2,4]oxadiazine-4,7(3H,6H)-dione